NC(CNC(OC(C)(C)C)=O)=S tert-butyl N-(2-amino-2-thioxo-ethyl)carbamate